4-bromo-2-(cyclobutyl-(hydroxy)methyl)phenol BrC1=CC(=C(C=C1)O)C(O)C1CCC1